propylene glycol dibutyrate C(CCC)(=O)OCC(C)OC(CCC)=O